2'-(5-Fluoro-2-((5-(1-(tetrahydrofuran-3-yl)piperidin-4-yl)pyridin-2-yl)amino)pyrimidin-4-yl)-3',5'-dimethyl-5',6'-dihydro-4'H-spiro[cyclopropane-1,7'-thieno[3,2-c]pyridin]-4'-one FC=1C(=NC(=NC1)NC1=NC=C(C=C1)C1CCN(CC1)C1COCC1)C1=C(C=2C(N(CC3(C2S1)CC3)C)=O)C